N2-(piperidin-4-yl)-N5-(1H-pyrazol-4-yl)pyrazine-2,5-dicarboxamide N1CCC(CC1)NC(=O)C1=NC=C(N=C1)C(=O)NC=1C=NNC1